COC=1C=C(C=CC1OC)[C@@]12CCN([C@H]2CC(CC1)=NN1C(C=NC=C1)N)C 1-N-[[(3aS,7aS)-3a-(3,4-dimethoxyphenyl)-1-methyl-2,3,4,5,7,7a-hexahydroindol-6-ylidene]amino]pyrazin-2-amine